(2-((2-ethoxy-4-(3-methoxy-5-((3-methylbut-2-en-1-yl)oxy)styryl)phenoxy)methoxy)ethyl)trimethylsilane C(C)OC1=C(OCOCC[Si](C)(C)C)C=CC(=C1)C=CC1=CC(=CC(=C1)OCC=C(C)C)OC